CC1(OB(OC1(C)C)C1=CC=C(C=C1)N1CCN(CC1)C=1C=CC(=NC1)C#N)C 5-(4-(4-(4,4,5,5-tetramethyl-1,3,2-dioxaborolan-2-yl)phenyl)piperazin-1-yl)picolinonitrile